CC1=C(C=NC=2OCCNC21)N2CC=1N=C(N=CC1CC2)NC2=CC=C(C=C2)CNC 7-(8-methyl-2,3-dihydro-1H-pyrido[2,3-b][1,4]oxazin-7-yl)-N-(4-((methylamino)methyl)phenyl)-5,6,7,8-tetrahydropyrido[3,4-d]pyrimidin-2-amine